N1=C(C=CC=C1)C1=CC2=C(CC(O2)C(=O)N2CCC3=CC=C(C=C23)S(=O)(=O)N)C=C1 1-(6-(pyridin-2-yl)-2,3-dihydrobenzofuran-2-carbonyl)indoline-6-sulfonamide